C1CCC12OCCC(C2)N 5-oxaspiro[3.5]nonan-8-amine